2-[(5-{[2-(2-cyano-4-fluorophenyl)-2-azaspiro[3.3]heptan-6-yl]oxy}-2'-ethoxy-[2,3'-bipyridin]-6-yl)formamido]propanamide C(#N)C1=C(C=CC(=C1)F)N1CC2(C1)CC(C2)OC=2C=CC(=NC2C(=O)NC(C(=O)N)C)C=2C(=NC=CC2)OCC